((4-chlorophenyl)amino)(λ1-sulfaneyl)methanethione ClC1=CC=C(C=C1)NC(=S)[S]